3-((4,4-bis(((Z)-oct-5-en-1-yl)oxy)butanoyl)oxy)-2-(((7-((2-butyloctanoyl)oxy)heptanoyl)oxy)methyl)propyl 4-((4-(pyrrolidin-1-yl)butanoyl)oxy)decanoate N1(CCCC1)CCCC(=O)OC(CCC(=O)OCC(COC(CCC(OCCCC\C=C/CC)OCCCC\C=C/CC)=O)COC(CCCCCCOC(C(CCCCCC)CCCC)=O)=O)CCCCCC